Cl.Cl.N(C(=N)N)CC(CC(=O)O)CCC 3-(guanidinomethyl)hexanoic acid dihydrochloride